2'-O-methyl-uridine phosphorothioate P(O)(O)(=S)OC[C@@H]1[C@H]([C@H]([C@@H](O1)N1C(=O)NC(=O)C=C1)OC)O